(S)-1-((TERT-BUTYLDIMETHYLSILYL)OXY)PENT-4-EN-2-OL [Si](C)(C)(C(C)(C)C)OC[C@H](CC=C)O